3-Bromo-N-(3,3-difluorocyclobutyl)-2-oxazol-2-yl-pyrazolo[1,5-a]pyrimidine-7-carboxamide BrC=1C(=NN2C1N=CC=C2C(=O)NC2CC(C2)(F)F)C=2OC=CN2